ClC1=C(C(=NN1C(CC)CC)CCC)C=O 5-CHLORO-1-(PENTAN-3-YL)-3-PROPYL-1H-PYRAZOLE-4-CARBALDEHYDE